NC1=CC(=C(C(=N1)C1=C(C=C2C(=NC(=NC2=C1F)OC[C@H]1N(C[C@@H](C1)F)C)N1[C@H](CN(CC1)C(C=C)=O)C)Cl)C)C 1-((S)-4-((R)-7-(6-amino-3,4-dimethylpyridin-2-yl)-6-chloro-8-fluoro-2-(((2S,4R)-4-fluoro-1-methylpyrrolidin-2-yl)methoxy)quinazolin-4-yl)-3-methylpiperazin-1-yl)prop-2-en-1-one